C(COCCOCC)(=O)OC1[C@H](O)[C@@H](O)[C@@H](O)[C@H](O1)CO O-(3,6-dioxaoctanoyl)-galactopyranose